FC1(CC(C1)NC(=O)C=1C=2N(N=CC1)C=C(N2)C)F N-(3,3-difluorocyclobutyl)-2-methyl-imidazo[1,2-b]pyridazine-8-carboxamide